(R)-11-chloro-3-cyclopropyl-7-(1-methylcyclopropyl)-4,5,6,7-tetrahydroisoxazolo[4'',3'':6',7']cyclohepta[1',2':4,5]pyrrolo[2,3-d]pyrimidin-4-ol ClC=1C2=C(N=CN1)N(C1=C2C=2C([C@@H](CC1)O)=C(ON2)C2CC2)C2(CC2)C